[6-(5-cyclopropyl-4H-1,2,4-triazol-3-yl)-2-azaspiro[3.3]heptan-2-yl]-[6-[(5-dimethylphosphoryl-2-pyridyl)methyl]-2-azaspiro[3.3]heptan-2-yl]methanone C1(CC1)C=1NC(=NN1)C1CC2(CN(C2)C(=O)N2CC3(C2)CC(C3)CC3=NC=C(C=C3)P(=O)(C)C)C1